ClC1=C(C(=NC=C1)OC)N1CCC(CC1)N1C(N(C=2C([C@H]1C)=CN(N2)C)CC2=C(C=CC=C2)C(F)(F)F)=O (R)-5-(4'-Chloro-2'-methoxy-3,4,5,6-tetrahydro-2H-[1,3']bipyridinyl-4-yl)-2,4-dimethyl-7-(2-trifluoromethyl-benzyl)-2,4,5,7-tetrahydro-pyrazolo[3,4-d]pyrimidin-6-on